OCC1(CN(C1)C(=O)OC(C)(C)C)C1=CC=CC=C1 Tert-butyl 3-(hydroxymethyl)-3-phenylazetidine-1-carboxylate